BrC=1C=C(C(=O)NCC2=COC=C2)C=CC1 3-bromo-N-(furan-3-ylmethyl)benzamide